5-(2-Methyl-[1,1'-biphenyl]-3-yl)isoindoline CC1=C(C=CC=C1C=1C=C2CNCC2=CC1)C1=CC=CC=C1